FC1(CC1)C(=O)N[C@H](C(=O)N1CCC(C1)(C(=O)N)O)C(C)(C)C ((2S,4r)-2-(1-fluorocyclopropane-1-carboxamido)-3,3-dimethylbutyryl)-4-hydroxypyrrolidine-4-carboxamide